FC=1C(=NC(=NC1)NC1CCC(CC1)N)C1=CN=C2N1C=C(C=C2)NC2=CC=CC=C2 (1r,4r)-N1-(5-Fluoro-4-(6-(phenylamino)imidazo[1,2-a]pyridin-3-yl)pyrimidin-2-yl)cyclohexane-1,4-diamine